bis-(2,6-dicumylphenyl)pentaerythritol diphosphite OP(O)OP(O)O.C(C)(C)(C1=CC=CC=C1)C1=C(C(=CC=C1)C(C)(C)C1=CC=CC=C1)C(O)(C(CO)(CO)CO)C1=C(C=CC=C1C(C)(C)C1=CC=CC=C1)C(C)(C)C1=CC=CC=C1